1-(4-(4-(6-(1-methyl-1H-pyrazol-4-yl)-3-(pyridin-4-yl)pyrazolo[1,5-a]pyridin-4-yl)phenyl)piperazin-1-yl)prop-2-en-1-one CN1N=CC(=C1)C=1C=C(C=2N(C1)N=CC2C2=CC=NC=C2)C2=CC=C(C=C2)N2CCN(CC2)C(C=C)=O